2-methoxy-6-(naphthalen-1-yl)-5H-pyrrolo[3,2-b:5,4-c']dipyridine sulfate S(=O)(=O)(O)O.COC1=CC=C2C(=N1)C1=C(C(=NC=C1)C1=CC=CC3=CC=CC=C13)N2